BrC=1C=C(C(=NC1)C=1C=NC=2N(C1)N=C(C2)C(F)(F)F)S(=O)(=O)CC 6-(5-bromo-3-(ethylsulfonyl)pyridin-2-yl)-2-(trifluoromethyl)pyrazolo[1,5-a]pyrimidine